1-methyldiethoxysilyl-8-bis(diethylamino)phenylsilyloctane C[Si](CCCCCCCC[Si](C1=CC=CC=C1)(N(CC)CC)N(CC)CC)(OCC)OCC